OC(C(=O)C)C 2-hydroxy-methyl-propan-1-one